(2R)-3-hydroxy-2-({2-methyl-5-[(4-methyl-1,3-thiazol-5-yl)methoxy]-1-benzothiophen-3-yl}formamido)propanamide OC[C@H](C(=O)N)NC(=O)C1=C(SC2=C1C=C(C=C2)OCC2=C(N=CS2)C)C